Ethyl 4-(2-(ethoxycarbonyl)phenylaminocarbonyl)-2,5-dihydroxybenzoat C(C)OC(=O)C1=C(C=CC=C1)NC(=O)C1=CC(=C(C(=O)OCC)C=C1O)O